NCN1CCCCC1 N-aminomethyl-piperidine